O1C=NC=C1CO oxazol-5-ylmethanol